decanoic acid dimethylamide CN(C(CCCCCCCCC)=O)C